6-[8-(1,3-benzothiazol-2-ylcarbamoyl)-3,4-dihydroisoquinolin-2(1H)-yl]-2'-(tricyclo[3.3.1.13,7]dec-1-ylmethoxy)-3,4'-bipyridine-2-carboxylic acid S1C(=NC2=C1C=CC=C2)NC(=O)C=2C=CC=C1CCN(CC21)C2=CC=C(C(=N2)C(=O)O)C2=CC(=NC=C2)OCC21CC3CC(CC(C2)C3)C1